CC1(CC=CC=C1)C1=C(C(=C(C=C1)[SH+]C1=CC=CC=C1)C1(CC=CC=C1)C)C1(CC=CC=C1)C tris(1-methylphenyl)-diphenyl-sulfonium